F[C@@H]1C(O[C@@H]([C@H]([C@@H]1O)O)CO)O (3S,4S,5S,6R)-3-fluoro-6-(hydroxymethyl)tetrahydro-2H-pyran-2,4,5-triol